tert-butyl N-[2-(4-{7-[(3S)-3-fluoropyrrolidin-1-yl]-3-oxopyrido[2,3-b]pyrazin-4-yl} piperidine-1-carbonyl)-5-(trifluoromethoxy) phenyl]carbamate F[C@@H]1CN(CC1)C1=CC2=C(N(C(C=N2)=O)C2CCN(CC2)C(=O)C2=C(C=C(C=C2)OC(F)(F)F)NC(OC(C)(C)C)=O)N=C1